OC(C(C(C)=O)=O)CO 4,5-Dihydroxy-2,3-pentanedione